isonicotinyl-alanine isopropyl ester C(C)(C)OC([C@@H](NCC1=CC=NC=C1)C)=O